COC=1C=C(C(=O)NC)C=CC1NCC#CC=1N(C2=CC=CC(=C2C1)NC1CCC(CC1)N)CC(F)(F)F 3-methoxy-N-methyl-4-{[3-(4-{[(1R,4R)-4-aminocyclohexyl]amino}-1-(2,2,2-trifluoroethyl)-1H-indol-2-yl)prop-2-yn-1-yl]amino}benzamide